3-hydroxyphenyl-boric acid-d OC=1C=C(C=CC1)OB(O[2H])O